1-[4-bromo-3-(2-thienyl)phenyl]ethanone BrC1=C(C=C(C=C1)C(C)=O)C=1SC=CC1